(S)-20,20,20-trifluoro-2-(quinolin-2-ylmethoxy)icosan-1-ol FC(CCCCCCCCCCCCCCCCC[C@@H](CO)OCC1=NC2=CC=CC=C2C=C1)(F)F